NC1=CC=CC2=C1SC(=C2CC)C#CCNC2=CC=C(C=C2)S(=O)(=O)N 4-((3-(7-amino-3-ethylbenzo[b]thiophen-2-yl)prop-2-yn-1-yl)amino)benzenesulfonamide